C[C@@H]([C@H](CCCCCCCCCCC)O)O (2S,3S)-tetradecane-2,3-diol